4-methylbenzyl-trans-1,3-dioxan-5-amine CC1=CC=C(C[C@@H]2OC[C@H](CO2)N)C=C1